CC1=C(C=C(C=C1)NC(=O)[C@H]1NCCCCC1)C(N[C@H](C)C1=CC=CC2=CC=CC=C12)=O (S)-N-(4-methyl-3-(((R)-1-(naphthalen-1-yl)ethyl)carbamoyl)phenyl)azepane-2-carboxamide